N-[(3S)-2-oxo-5-phenyl-1,3-dihydro-1,4-benzodiazepin-3-yl]-2-(1-propan-2-ylpyrazol-4-yl)-6,7-dihydro-5H-pyrazolo[5,1-b][1,3]oxazine-3-carboxamide O=C1NC2=C(C(=N[C@@H]1NC(=O)C=1C(=NN3C1OCCC3)C=3C=NN(C3)C(C)C)C3=CC=CC=C3)C=CC=C2